CCCCCCCCC(CCCCCCCC)OC(CCCCCCCN(CCCCCCCC(OC(CC)CCCCCCCC)=O)CCCNC=1NC(NC(C1)=O)=O)=O.CO[Si](C(CCCCCCCCC(=O)N)C)(OC)OC 10-(trimethoxysilyl)undecanamide heptadecan-9-yl-8-((3-((2,6-dioxo-1,2,3,6-tetrahydropyrimidin-4-yl)amino)propyl)(8-oxo-8-(undecan-3-yloxy)octyl)amino)octanoate